silicon dioxide tungsten silver [Ag].[W].[Si](=O)=O